(R)-4-methoxy-N-(pyrrolidin-3-yl)quinolin-6-amine hydrochloride Cl.COC1=CC=NC2=CC=C(C=C12)N[C@H]1CNCC1